FC(C1(CC1)C#CC1=NC(=NC(=N1)N)N)F 6-((1-(difluoromethyl)cyclopropyl)ethynyl)-1,3,5-triazine-2,4-diamine